(diethylamino)difluorosulfonium tetra-fluoroborate F[B-](F)(F)F.C(C)N(CC)[S+](F)F